2-[4-(dihydroxyphosphoryl)-2-oxa-butyl]-acrylic acid-2,4,6-trimethyl-phenyl ester CC1=C(C(=CC(=C1)C)C)OC(C(=C)COCCP(=O)(O)O)=O